3,3-difluoro-5-(iodomethyl)tetrahydrofuran-2-one aluminum-tin-copper [Cu].[Sn].[Al].FC1(C(OC(C1)CI)=O)F